3-{8-chloro-3-methyl-[1,2,4]triazolo[4,3-a]pyridin-6-yl}-2,5-dihydro-1H-pyrrole-1-carboxylic acid tert-butyl ester C(C)(C)(C)OC(=O)N1CC(=CC1)C=1C=C(C=2N(C1)C(=NN2)C)Cl